ethyl 5-(bis(benzyloxy)phosphoryl)pentanoate C(C1=CC=CC=C1)OP(=O)(OCC1=CC=CC=C1)CCCCC(=O)OCC